α-(1-naphthylsulfonyloxyimino)-4-methoxybenzyl cyanide C1(=CC=CC2=CC=CC=C12)S(=O)(=O)ON=C(C1=CC=C(C=C1)OC)C#N